C[C@H]1N(CCOC1)C1=CC(=C2C(=N1)C(=NS2)C2=CC(=NN2)C)N2N=C(N=C2)C (R)-3-methyl-4-(7-(3-methyl-1H-1,2,4-triazol-1-yl)-3-(3-methyl-1H-pyrazol-5-yl)isothiazolo[4,5-b]pyridin-5-yl)morpholine